C1(=CC(=CC=C1)CN)CN Benzene-1,3-dimethylamine